3-(4-((S)-2-methyl-piperazin-1-yl)phenyl)piperidine-2,6-dione C[C@@H]1N(CCNC1)C1=CC=C(C=C1)C1C(NC(CC1)=O)=O